4-bromo-4'-trifluoromethylbenzophenone BrC1=CC=C(C(=O)C2=CC=C(C=C2)C(F)(F)F)C=C1